N1=CN=C(C=C1)C=1C=CC(=NC1)NC1=CC(=CC=C1)C=1NC2=C(C=NC(=C2)C(F)(F)F)N1 5-pyrimidin-4-yl-N-[3-[6-(trifluoromethyl)-1H-imidazo[4,5-c]pyridin-2-yl]phenyl]pyridin-2-amine